CC1=C(C(=O)NC=2C=C3CCNCC3=CC2)C=CC(=C1)C=1CCNCC1 2-methyl-N-(1,2,3,4-tetrahydroisoquinolin-6-yl)-4-(1,2,3,6-tetrahydropyridin-4-yl)benzamide